[Co](=O)(=O)(=O)(=O)=O cobalt oxide tetraoxide